6-Methoxy-7-nitro-1-(trifluoromethyl)-3,4-dihydro-1H-isoquinoline-2-carbaldehyde COC=1C=C2CCN(C(C2=CC1[N+](=O)[O-])C(F)(F)F)C=O